Butyl-fumaric acid anhydride C(CCC)/C=1/C(=O)OC(/C1)=O